C(C(O)CO)(=O)[O-].[La+3].C(C(O)CO)(=O)[O-].C(C(O)CO)(=O)[O-] lanthanum glycerate